ClC=1C=C(C=CC1OC)N1C(=NC2=C1C=CC(=C2)N2CCOCC2)C#C 4-(1-(3-chloro-4-methoxyphenyl)-2-ethynyl-1H-benzo[d]imidazol-5-yl)morpholine